C1(=CC=CC=C1)C1=CC2=C(N(N=N2)CC2=CC=C(C=C2)C(F)(F)F)C(=C1)CC1=C(C(=O)O)C=CC=C1 ((5-Phenyl-1-(4-(trifluoromethyl)benzyl)-1H-benzo[d][1,2,3]triazol-7-yl)methyl)benzoic acid